C(C)C1=C(NC2=NC=C(C=C21)C=2C=C1CCN(CC1=C(C2)[C@H]2NCCOC2)C(C(C)(C)O)=O)F (R)-3-(6-(3-ethyl-2-fluoro-1H-pyrrolo[2,3-b]pyridin-5-yl)-2-(2-hydroxy-2-methylpropanoyl)-1,2,3,4-tetrahydroisoquinolin-8-yl)morpholine